(1R,2S,5R)-N-(4-(cyanomethyl)-phenyl)menthyl-carboxamide C(#N)CC1=CC=C(C=C1)NC(=O)C1C[C@@H](CCC1C(C)C)C